N1C(=NC2=C1C=CC=C2)CN(CCCN)C2CCCC=1C=CC=NC21 N1-(1H-benzoimidazol-2-ylmethyl)-N1-(5,6,7,8-tetrahydro-quinolin-8-yl)-propane-1,3-diamine